COCCC(=O)N1CCC(CC1)(CC(=O)O)CC(=O)O 2,2'-(1-(3-methoxypropanoyl)piperidine-4,4-diyl)diacetic acid